O1C=NC2=C1C=CC=C2C=2OC1=C(C=C(C=C1C(C2)=O)C)C(C)NC2=C(C(=O)OC(C)(C)C)C=CC=C2 tert-Butyl 2-[1-[2-(1,3-benzoxazol-4-yl)-6-methyl-4-oxo-chromen-8-yl]ethylamino]benzoate